OC1=CC=C(C=C1)CCC(=O)NC(C(=O)N[C@H](C(=O)N[C@@H](C(C)C)C(=O)N1CCCC1)C(C)C)(C)C (2S)-2-[[2-[3-(4-HYDROXYPHENYL)PROPANOYLAMINO]-2-METHYL-PROPANOYL]AMINO]-3-METHYL-N-[(1S)-2-METHYL-1-(PYRROLIDINE-1-CARBONYL)PROPYL]BUTANAMIDE